BrC1=CC=C(C(=C1CN)OC)OC (6-bromo-2,3-dimethoxy-phenyl)methylamine